C(C)(C)(C)OC(=O)N1CCN(CC1)C=1SC(=NN1)C=1C=NC(=CC1NC1CCC1)C1=CC=C2N1N=CC(=C2)C#N.O2CCC1=C2C(=CC=C1)CCC=O 3-(2,3-dihydro-1-benzofuran-7-yl)propanal tert-butyl-4-[5-(6-{3-cyanopyrrolo[1,2-b]pyridazin-7-yl}-4-(cyclobutylamino)pyridin-3-yl)-1,3,4-thiadiazol-2-yl]piperazine-1-carboxylate